lauryl dodecenyl succinate (lauryl dodecenylsuccinate) C(CCCCCCCCCCC)C(C(=O)O)(CC(=O)O)C=CCCCCCCCCCC.C(CCC(=O)OC=CCCCCCCCCCC)(=O)OCCCCCCCCCCCC